(R)-8-(1-((4-fluorophenyl)amino)ethyl)-3,6-dimethyl-2-(tetrahydro-2H-pyran-4-yl)quinazolin-4(3H)-one FC1=CC=C(C=C1)N[C@H](C)C=1C=C(C=C2C(N(C(=NC12)C1CCOCC1)C)=O)C